(R)-N-(5-((1-(dimethylamino)propan-2-yl)oxy)-7-(1-methyl-1H-pyrazol-4-yl)quinazolin-4-yl)-5-fluorocinnolin-6-amine CN(C[C@@H](C)OC1=C2C(=NC=NC2=CC(=C1)C=1C=NN(C1)C)NC=1C(=C2C=CN=NC2=CC1)F)C